[Ca].C(\C=C\C(=O)OC)(=O)OC dimethyl fumarate, calcium salt